C(CCCCCCC)N(C(CC[C@@H](C)[C@H]1CC[C@H]2[C@@H]3CC[C@@H]4C[C@@H](CC[C@]4(C)[C@H]3C[C@@H]([C@]12C)OC(C1=CC=C(C=C1)C(C(F)(F)F)=O)=O)OC(C1=CC=C(C=C1)C(C(F)(F)F)=O)=O)=O)CCCCCCCC N,N-dioctyl-3α,12α-bis(4-trifluoroacetylbenzoyloxy)-5β-cholan-24-amide